C(C)(=O)OC=1C(C(OC1C)C)=O 4-(acetoxy)-2,5-dimethyl-3(2H)-furanone